methyl (S)-2-benzyl-7-methyl-3-{2-methyl-2-azaspiro[3.5]nonan-7-yl}-3,7,8,9-tetrahydro-6H-imidazo[4,5-f]quinoline-6-carboxylate C(C1=CC=CC=C1)C=1N(C=2C(=C3CC[C@@H](N(C3=CC2)C(=O)OC)C)N1)C1CCC2(CN(C2)C)CC1